C(#N)C1=C(N=C(S1)N(C1=C(N=C2SC(=NN21)N2C[C@H](CC2)N(CC(=O)N2CC(C2)C(=O)OC)C)CC)C)C2=CC=C(C=C2)F methyl (S)-1-{2-[(1-(5-((5-cyano-4-(4-fluorophenyl)thiazol-2-yl)(methyl)amino)-6-ethylimidazo[2,1-b][1,3,4]thiadiazol-2-yl)pyrrolidin-3-yl)(methyl)amino]acetyl}azetidine-3-carboxylate